[Si]1(OOO1)([O-])[O-].[Y+3].[Lu+3].O1O[Si](O1)([O-])[O-].O1O[Si](O1)([O-])[O-] Lutetium Yttrium Oxy orthosilicate